O1C(C=CC=C1)C(=O)C1OC=CC=C1 di-2-Pyryl ketone